7-methoxy-1,2,3,4-tetrahydroisoquinoline COC1=CC=C2CCNCC2=C1